CC1CCC(CC1)C=1C(C=CC(C1)=O)=O 2-(4-methylcyclohexyl)cyclohexane-2,5-diene-1,4-dione